C(#N)C1=CC(=C(OCC2=CC(=NC=C2)CC(C2=NC3=C(N2CC2=CN=CN2CC)C=C(C=C3)C(=O)OC)N3CCNCC3)C=C1)F methyl 2-((4-((4-cyano-2-fluorophenoxy) methyl) pyridin-2-ylmethyl) piperazin-1-ylmethyl)-1-((1-ethyl-1H-imidazol-5-yl) methyl)-1H-benzo[d]imidazole-6-carboxylate